(4R)-4-(aminomethyl)-N-(3-fluorophenyl)-N-methyl-3,4-dihydro-2H-1-benzopyran-7-amine NC[C@@H]1CCOC2=C1C=CC(=C2)N(C)C2=CC(=CC=C2)F